BrCC(C(CC#N)(C)C1=CC(=CC=C1)I)=O 5-bromo-3-(3-iodophenyl)-3-methyl-4-oxopentanenitrile